methyl 3-amino-5-(difluoromethyl)-6-(1-methylbenzimidazol-4-yl)pyrazine-2-carboxylate NC=1C(=NC(=C(N1)C(F)F)C1=CC=CC=2N(C=NC21)C)C(=O)OC